CN(CC(=O)[O-])C(=O)C1=CC=CC=C1 N-Methylhippurate